CNC(=O)C1=NC=CC=C1 N-methylpyridine-2-formamide